C(#N)C=1C=C(C=CC1)N1N=C(C=C1C(=O)O)C(F)(F)F 2-(3-Cyano-phenyl)-5-trifluoromethyl-2H-pyrazole-3-carboxylic acid